(R)-2-(2-((6-(1-aminoisoquinolin-7-yl)-2,3-dihydro-1H-inden-1-yl)oxy)-6-methylphenyl)acetic acid NC1=NC=CC2=CC=C(C=C12)C1=CC=C2CC[C@H](C2=C1)OC1=C(C(=CC=C1)C)CC(=O)O